(R)-2-(3-chloro-4-(6-(1-methylcyclopropoxy)-9-((4-methylpyridin-2-yl)methyl)-9H-purin-8-yl)phenoxy)-1-(3-hydroxypyrrolidin-1-yl)ethan-1-one ClC=1C=C(OCC(=O)N2C[C@@H](CC2)O)C=CC1C=1N(C2=NC=NC(=C2N1)OC1(CC1)C)CC1=NC=CC(=C1)C